ethyl 7-bromo-4-(dimethylamino)-6-methylpyrrolo[1,2-b]pyridazine-3-carboxylate BrC1=C(C=C2N1N=CC(=C2N(C)C)C(=O)OCC)C